[C@@H]1([C@@H](O)[C@H](O)[C@H](O)[C@@H](O1)C)OCCNC(CN([C@@H](CCCCNC([C@H](CCC(=O)OCC1=CC=CC=C1)NC(CCCCCCCCCCCC)=O)=O)C(=O)NCCO[C@H]1[C@@H](O)[C@H](O)[C@H](O)[C@@H](O1)C)CC(NCCO[C@H]1[C@@H](O)[C@H](O)[C@H](O)[C@@H](O1)C)=O)=O benzyl (S)-5-{[(S)-5-{bis[2-({2-[(α-L-fucopyranosyl)oxy]ethyl}amino)-2-oxoethyl]amino}-6-({2-[(α-L-fucopyranosyl)oxy]ethyl}amino)-6-oxohexyl]amino}-5-oxo-4-tridecanamidopentanoate